BrC1=C(C(=O)N2[C@@H](COC[C@H]2C)C)C=C(C=C1)F (3R,5R)-4-(2-bromo-5-fluorobenzoyl)-3,5-dimethylmorpholine